OC[C@H](C1=CC=CC=C1)NC1=NC(=NC=C1C=1OC(=NN1)C(F)(F)F)NC=1C=C2CCN(C(C2=CC1)=O)C 6-[[4-[[(1S)-2-hydroxy-1-phenyl-ethyl]amino]-5-[5-(trifluoromethyl)-1,3,4-oxadiazol-2-yl]pyrimidin-2-yl]amino]-2-methyl-3,4-dihydroisoquinolin-1-one